tert-butyl (2-((3-((2-fluoro-9H-fluoren-9-ylidene)methyl)pyridin-2-yl)oxy)ethyl)carbamate FC1=CC=2C(C3=CC=CC=C3C2C=C1)=CC=1C(=NC=CC1)OCCNC(OC(C)(C)C)=O